C(C)(C)(C)OC(=O)N1C(=NC2=C1C=CC=C2CC(C)(C)C)CN2C(C(=CC=C2)NC([C@H](CC\C=C\C(=O)N(C)C)NC(=O)OC)=O)=O tert-Butyl-(S,E)-2-((3-(7-(dimethylamino)-2-((methoxycarbonyl)amino)-7-oxohept-5-enamido)-2-oxopyridin-1(2H)-yl)methyl)-4-neopentyl-1H-benzo[d]imidazol-1-carboxylat